[5-(4-hexyloxy-1,2,5-thiadiazol-3-yl)-1-methyl-3,6-dihydro-2H-pyridin-1-ium-1-yl]methoxy-triisopropyl-silane chloride [Cl-].C(CCCCC)OC=1C(=NSN1)C1=CCC[N+](C1)(C)CO[Si](C(C)C)(C(C)C)C(C)C